C1(CC1)C=1C=C(C=C2C(=NN(C12)CC#C)NC(C1=CC=C(C=C1)F)=O)C N-(7-cyclopropyl-5-methyl-1-(prop-2-yn-1-yl)-1H-indazol-3-yl)-4-fluorobenzamide